C(C)(=O)OC(CCCCCCCCCCC)=O lauric acetic anhydride